O1C2=C(OCC1)C=C(C=C2)C(C)N2C[C@@H](N(C[C@H]2C)C=2C=1C(N(C(C2)=O)C)=CN(N1)CC#N)C 2-(7-((2S,5R)-4-(1-(2,3-dihydrobenzo[b][1,4]dioxin-6-yl)ethyl)-2,5-dimethylpiperazin-1-yl)-4-methyl-5-oxo-4,5-dihydro-2H-pyrazolo[4,3-b]pyridin-2-yl)acetonitrile